2'-amino-2''-(2-hydroxy-prop-2-yl)-N,N-dimethyl-[2,3':5',4''-terpyridin]-5-carboxamide NC1=NC=C(C=C1C1=NC=C(C=C1)C(=O)N(C)C)C1=CC(=NC=C1)C(C)(C)O